BrC1=NC(=NC(=C1Br)OC)OC 4,5-dibromo-2,6-dimethoxypyrimidine